C(C1=CC=CC=C1)N1C(=NC=C1)C(CC)NC(=O)[C@@H]1N(C[C@H](C1)O)C([C@@H](C(C)(C)C)N1N=NC(=C1)C1CC1)=O (2R,4S)-N-[1-(1-Benzylimidazol-2-yl)propyl]-1-[(2R)-2-(4-cyclopropyltriazol-1-yl)-3,3-dimethyl-butyryl]-4-hydroxy-pyrrolidine-2-carboxamide